butyl 3-(2,4-difluorobenzoyl)-4-hydroxypiperidine-1-carboxylate FC1=C(C(=O)C2CN(CCC2O)C(=O)OCCCC)C=CC(=C1)F